(S)-Benzhydryl-2-(naphthalen-1-yl)propanoate C(C1=CC=CC=C1)(C1=CC=CC=C1)OC([C@@H](C)C1=CC=CC2=CC=CC=C12)=O